CC1(NCCC(C1)C1=NOCC(O1)CN1CCCCC1)C rac-3-(2,2-dimethyl-4-piperidyl)-5-(1-piperidylmethyl)-5,6-dihydro-1,4,2-dioxazine